O[C@@H]1CC[C@H](CC1)SCC1=NC2=CC(=CC=C2C(N1)=O)NC=1C=NC=CC1 2-(((trans-4-Hydroxycyclohexyl)thio)methyl)-7-(pyridin-3-ylamino)quinazolin-4(3H)-one